N-[5-({4-[(5-aminopentyl)(hydroxy)amino]-4-oxobutyryl}amino)pentyl]-N-hydroxysuccinamide NCCCCCN(C(CCC(=O)NCCCCCN(C(CCC(=O)N)=O)O)=O)O